CONC(=O)C1=CC=C(C(=N1)C)N1CCN(CC1)C(=O)OC(C)(C)C tert-butyl 4-(6-(methoxycarbamoyl)-2-methylpyridin-3-yl)piperazine-1-carboxylate